C(=O)(O)[C@H](CC(=O)C1=CC2=C(S1)C(=C(C(=C2Cl)OCCCOC2=C(C(=C1CN(CC1=C2)C(C[C@@H](C(=O)O)C)=O)F)OC)OC)Cl)C (S)-4-(6-(3-((2-((S)-3-carboxybutanoyl)-4,7-dichloro-6-methoxybenzo[b]thiophen-5-yl)oxy)propoxy)-4-fluoro-5-methoxyisoindolin-2-yl)-2-methyl-4-oxobutanoic acid